(S)-1-(1-ethoxy-3-(4-(prop-2-yn-1-yloxy)phenyl)propan-2-yl)-1H-imidazo[4,5-c]quinoline C(C)OC[C@H](CC1=CC=C(C=C1)OCC#C)N1C=NC=2C=NC=3C=CC=CC3C21